5-(2-Isopropyl-4-methoxy-5-thiophen-3-yl-phenoxy)-pyrimidine-2,4-diamine C(C)(C)C1=C(OC=2C(=NC(=NC2)N)N)C=C(C(=C1)OC)C1=CSC=C1